NC1=CC(=C2N3CCC[C@H]3CCCCCC(C3=NN=C(C1=N2)O3)(O)C(F)(F)F)C=3C=NC=CC3 (12R)-20-Amino-18-(pyridin-3-yl)-6-(trifluoromethyl)-22-oxa-3,4,16,21-tetraazatetracyclo[15.3.1.12,5.012,16]docosa-1(21),2,4,17,19-pentaen-6-ol